N-(5-(difluoromethoxy)-1H-pyrazol-3-yl)-6-(piperidin-4-yloxy)pyrazin-2-amine FC(OC1=CC(=NN1)NC1=NC(=CN=C1)OC1CCNCC1)F